NC1=C2C=NC(=NC2=CC(=C1F)C1=C(C2=C(OCCN2)N=C1)C)NC=1C=NN(C1)C1CN(C1)C(CC)=O 1-[3-(4-{[5-amino-6-fluoro-7-(8-methyl-2,3-dihydro-1H-pyrido[2,3-b][1,4]oxazin-7-yl)quinazolin-2-yl]amino}-1H-pyrazol-1-yl)azetidin-1-yl]propan-1-one